C1N(CC12CNC2)C(=O)C2CCN(CC2)C(=O)C2=C(C=C(C=C2)NC=2C=1N(C=CN2)C(=CN1)C1=CC(=C(C=C1)OC)F)C [4-(2,6-diazaspiro[3.3]heptane-2-carbonyl)piperidin-1-yl]-[4-[[3-(3-fluoro-4-methoxyphenyl)imidazo[1,2-a]pyrazin-8-yl]amino]-2-methylphenyl]methanone